(5-(5-((R)-1-(3,5-dichloropyridin-4-yl)ethoxy)-1-(tetrahydro-2H-pyran-2-yl)-1H-indazol-3-yl)pyridin-2-yl)-3,6-diazabicyclo[3.1.1]heptane-6-carboxylic acid tert-butyl ester C(C)(C)(C)OC(=O)N1C2CNCC1(C2)C2=NC=C(C=C2)C2=NN(C1=CC=C(C=C21)O[C@H](C)C2=C(C=NC=C2Cl)Cl)C2OCCCC2